(R)-6-chloro-8-fluoro-3-methyl-2-(1-(2-(pyrrolidin-1-yl)ethyl)piperidin-3-yl)quinazolin-4(3H)-one ClC=1C=C2C(N(C(=NC2=C(C1)F)[C@H]1CN(CCC1)CCN1CCCC1)C)=O